C(C)[Zr](N)C ethylmethyl-aminozirconium